Ethyl 3-(4-(5-((4-((4-(aminomethyl)piperidin-1-yl)methyl)-6-(3,5-dichlorophenyl)pyridin-2-yl) oxy)pyridin-2-yl)piperazin-1-yl)propanoate NCC1CCN(CC1)CC1=CC(=NC(=C1)C1=CC(=CC(=C1)Cl)Cl)OC=1C=CC(=NC1)N1CCN(CC1)CCC(=O)OCC